CN1N=CC2=CC(=CC=C12)N 1-Methyl-1H-indazol-5-amine